N1C(=NC2=C1C=CC=C2)CCC2(NC(=NC(=N2)NCCC2=CNC1=CC=CC=C21)N2CCN(CC2)C)N 2-(2-(1H-benzimidazol-2-yl)ethyl)-N4-(2-(1H-indol-3-yl)ethyl)-6-(4-methylpiperazin-1-yl)-1,3,5-triazine-2,4-diamine